C(C)(C)(C)C=1C=C(C=C(C1O)C(C)(C)C)CCC(=O)NNC(CCC1=CC(=C(C(=C1)C(C)(C)C)O)C(C)(C)C)=O 3-(3,5-di-tert-butyl-4-hydroxyphenyl)-N'-[3-(3,5-di-tert-butyl-4-hydroxyphenyl)propanoyl]propanohydrazide